(1R,3R)-2,2-dichloro-3-(3,4,5-trifluorophenyl)cyclopropane-1-carboxylic acid ClC1([C@H]([C@@H]1C1=CC(=C(C(=C1)F)F)F)C(=O)O)Cl